O1[C@H](COCC1)CN1N=C2C3=C(C[C@H](C2=C1)C)OC(=C3C(F)(F)F)C(=O)NCC=3N=COC3 (4R)-2-{[(2S)-1,4-Dioxan-2-yl]methyl}-4-methyl-N-[(1,3-oxazol-4-yl)methyl]-8-(trifluoromethyl)-4,5-dihydro-2H-furo[2,3-g]indazol-7-carboxamid